6-({4-carbamoyl-3-[4-(difluoromethanesulfonamido)phenyl]-1H-pyrazol-5-yl}amino)pyridine-2-carboxamide C(N)(=O)C=1C(=NNC1NC1=CC=CC(=N1)C(=O)N)C1=CC=C(C=C1)NS(=O)(=O)C(F)F